C1(=CC=CC=C1)C#CC=1C=NC=2CCN(CC2C1)C(=O)N1CCCCC1 (3-(Phenylethynyl)-7,8-dihydro-1,6-naphthyridin-6(5H)-yl)(piperidin-1-yl)methanone